ClC1=CC(=C(C=C1)N1C(=NN=C1C)[C@@H]1CC[C@H](CC1)OC1=NC=CC=C1)C trans-2-((4-(4-(4-Chloro-2-methylphenyl)-5-methyl-4H-1,2,4-triazol-3-yl)cyclohexyl)oxy)pyridine